FC(CCS(=O)(=O)NC=1C=NC(=CC1)C1=CC2=C(N=C(N=C2)N[C@@H]2CNC[C@H](C2)F)N(C1=O)C(C)C)(F)F 3,3,3-trifluoro-N-(6-(2-(((3S,5S)-5-fluoro-piperidin-3-yl)amino)-8-isopropyl-7-oxo-7,8-dihydropyrido[2,3-d]-pyrimidin-6-yl)pyridin-3-yl)propane-1-sulfonamide